6-(3-chloro-4-methylphenyl)-3-(3,3-difluorocyclobutyl)-4-oxo-4,5-dihydropyrazolo-[1,5-a]pyrazine-2-carboxylate ClC=1C=C(C=CC1C)C=1NC(C=2N(C1)N=C(C2C2CC(C2)(F)F)C(=O)[O-])=O